O1CC[C@@H](C2=CC=CC=C12)NC(=O)C1=CC=NC=2N1N=C(C2C(=O)N)COC N7-[(4S)-chroman-4-yl]-2-(methoxymethyl)pyrazolo[1,5-a]pyrimidine-3,7-dicarboxamide